2-[2-(methoxymethyl)phenyl]-4-(trifluoromethyl)piperidine COCC1=C(C=CC=C1)C1NCCC(C1)C(F)(F)F